ClC=1C(=CC2=C(C[C@](O2)(C2=CC=CC=C2)[C@H]2N(CCC2)C(=O)OC(C)(C)C)C1B1OC(C(O1)(C)C)(C)C)OC tert-Butyl (S)-2-((S)-5-chloro-6-methoxy-2-phenyl-4-(4,4,5,5-tetramethyl-1,3,2-dioxaborolan-2-yl)-2,3-dihydrobenzofuran-2-yl)pyrrolidine-1-carboxylate